O=C(CCC(C(=O)N)NC(=O)C1=COC(=C1)S(N)(=O)=O)C(=O)N 5-oxo-2-(5-sulfamoylfuran-3-carboxamido)hexanediamide